C(CCCCCCCCCCC)N(CC(=O)N1CCN(CC1)C(CN(CCCCCCCCC)CCN(CCCCCCCCC)CCCCCCCCC)=O)CCCCCCCCCCCC 2-(Didodecylamino)-1-(4-(N-(2-(dinonylamino)ethyl)-N-nonylglycyl)piperazin-1-yl)ethan-1-one